(2R,3R)-1,2,3-butanetriol C([C@H]([C@@H](C)O)O)O